BrC(C=O)(Br)Br 2,2,2-Tribromoethanal